S1C(=CC=C1)CC1(N=C(N=C(N1)N)N)N 6-thiophen-2-ylmethyl-1,3,5-triazine-2,4,6-triamine